N1C=CC=2N1C(C=CN2)=O pyrazolo[1,5-a]Pyrimidin-7(1H)-one